3-(4-methyl-3-nitro-phenyl)prop-2-yn-1-ol CC1=C(C=C(C=C1)C#CCO)[N+](=O)[O-]